4',5,7-trihydroxy-3,6-dimethoxyflavone OC1=CC=C(C=2OC3=CC(=C(C(=C3C(C2OC)=O)O)OC)O)C=C1